1-piperidyl-[7-[4-[5-(trifluoromethyl)-1,2,4-oxadiazol-3-yl]phenyl]pyrazolo[1,5-a]pyridin-3-yl]methanone N1(CCCCC1)C(=O)C=1C=NN2C1C=CC=C2C2=CC=C(C=C2)C2=NOC(=N2)C(F)(F)F